8-(6-cyanopyridin-3-yl)-N-methyl-6,9-dioxo-5-(4-(trifluoromethyl)benzyl)-2,5,8-triazaspiro[3.5]-nonane-2-carboxamide C(#N)C1=CC=C(C=N1)N1CC(N(C2(CN(C2)C(=O)NC)C1=O)CC1=CC=C(C=C1)C(F)(F)F)=O